OC1=C(C=C(C=O)C=C1)C 4-hydroxy-3-methylbenzaldehyde